ClC1=C(C(=CC=C1)Cl)N1N=C(C(=C1)NC1=CC=C(C=C1)N1S(CCC1)(=O)=O)C(=O)N 1-(2,6-dichlorophenyl)-4-((4-(1,1-dioxidoisothiazolidin-2-yl)phenyl)amino)-1H-pyrazole-3-carboxamide